CC1=C(C(=CC=C1)C1=CC=CC=C1)C(=O)O methyl-2-biphenylcarboxylic acid